(S)-N-(6-(6-((2-isopropyl-4-methylpiperazin-1-yl)methyl)-1-oxo-4-(trifluoromethyl)isoindolin-2-yl)-4-(1-((4-methyl-4H-1,2,4-triazol-3-yl)methyl)cyclobutyl)pyridin-2-yl)acrylamide C(C)(C)[C@@H]1N(CCN(C1)C)CC1=CC(=C2CN(C(C2=C1)=O)C1=CC(=CC(=N1)NC(C=C)=O)C1(CCC1)CC1=NN=CN1C)C(F)(F)F